tert-butyl 4-[4-(2,6-dioxo-3-piperidyl)-2-fluoro-phenyl]piperazine-1-carboxylate O=C1NC(CCC1C1=CC(=C(C=C1)N1CCN(CC1)C(=O)OC(C)(C)C)F)=O